1-((4aS,7aR)-4-(4-amino-3-cyclopropylphenyl)hexahydrofuro[3,4-b]pyrazin-1(2H)-yl)-2,2,2-trifluoroethan-1-one NC1=C(C=C(C=C1)N1[C@H]2[C@@H](N(CC1)C(C(F)(F)F)=O)COC2)C2CC2